(S)-4-(5,5-Difluoro-4-hydroxyl-3-(trifluoromethyl)-4,5,6,7-tetrahydro-1H-indol-1-yl)-2-(fluoromethyl)benzonitrile FC1([C@H](C=2C(=CN(C2CC1)C1=CC(=C(C#N)C=C1)CF)C(F)(F)F)O)F